C(#N)C1=CC2=C(N(C(N=C2N2CC3(CN(C3)C(=O)[O-])C2)=O)C=2C(=NC=CC2C)C(C)C)N=C1C1=C(C=CC=C1)OC 6-(6-cyano-1-(2-isopropyl-4-methylpyridin-3-yl)-7-(2-methoxyphenyl)-2-oxo-1,2-Dihydropyrido[2,3-d]pyrimidin-4-yl)-2,6-diazaspiro[3.3]heptane-2-carboxylate